BrCCCC(=O)NC=1C=C(C[C@H](N)C(=O)O)C=CC1 m-(4-bromobutyramido)-L-phenylalanine